(-)-N-{3-[(1H-1,3-benzodiazol-2-yl)amino]-3-[3-(trifluoromethoxy)phenyl]propyl}acetamide N1C(=NC2=C1C=CC=C2)NC(CCNC(C)=O)C2=CC(=CC=C2)OC(F)(F)F